[N+](=O)([O-])C(C1=NC(=NN1)N=NC1=NNC(=N1)C([N+](=O)[O-])([N+](=O)[O-])[N+](=O)[O-])([N+](=O)[O-])[N+](=O)[O-] 5,5'-Bis(trinitromethyl)-3,3'-azo-1H-1,2,4-triazole